COC1=NN(C2=NC(=CN=C21)N2CC1(CN(C1)C1=CC(=NC=C1)C(F)(F)F)CC2)C2COC2 3-methoxy-1-(oxetan-3-yl)-6-(2-(2-(trifluoromethyl)pyridin-4-yl)-2,6-diazaspiro[3.4]octan-6-yl)-1H-pyrazolo[3,4-b]pyrazine